C(C)(C)(C)NC(CN(C)C=1C2=C(N=C(N1)C1=NC=CC(=C1)CCCN(C)C)CCC2)=O N-tert-butyl-2-[(2-{4-[3-(dimethylamino)propyl]pyridin-2-yl}-5H,6H,7H-cyclopenta[d]pyrimidin-4-yl)(methyl)amino]acetamide